FC1(CC2=CC=C(C=C2C1)N)F 2,2-difluoro-2,3-dihydro-1H-inden-5-amine